FC=1C=C2C(=C3N(C2=CC1)CCC(C3)(F)F)C(=O)NC3CC1COCC(C3)N1C 2,8,8-trifluoro-N-(9-methyl-3-oxa-9-azabicyclo[3.3.1]nonan-7-yl)-6,7,8,9-tetrahydropyrido[1,2-a]indole-10-carboxamide